1'-(3-Chlorophenyl)-3,3,3'-trimethylspiro[indoline-2,4'-pyrazol]-5'(1'H)-one ClC=1C=C(C=CC1)N1N=C(C2(C1=O)NC1=CC=CC=C1C2(C)C)C